Cl.N1CCC(=CC1)C1=NN(C2=CC=CC=C12)S(=O)(=O)C1=CC=C(C)C=C1 3-(1,2,3,6-tetrahydropyridin-4-yl)-1-tosyl-1H-indazole hydrochloride